(Z)-9-octadecenoic acid methyl ester COC(CCCCCCC\C=C/CCCCCCCC)=O